FC(C1=CC=C(CN2CCNCC2)C=C1)(F)F N-[4-(trifluoromethyl)benzyl]piperazine